(2S,3S)-3-hydroxy-N-(1-methyl-1H-pyrazol-3-yl)pyrrolidine-2-carboxamide O[C@@H]1[C@H](NCC1)C(=O)NC1=NN(C=C1)C